methyl 2-[benzyloxycarbonyl-[2-(tert-butoxycarbonylamino)ethyl]amino]-3-phenyl-propanoate C(C1=CC=CC=C1)OC(=O)N(C(C(=O)OC)CC1=CC=CC=C1)CCNC(=O)OC(C)(C)C